methyl 2-[(2E)-9,10-dimethoxy-4-oxo-2-[(2,4,6-trimethylphenyl)imino]-6H,7H-pyrimido[4,3-a]isoquinolin-3-yl]cyclopropane-1-carboxylate COC=1C=C2CCN3C(C2=CC1OC)=C\C(\N(C3=O)C3C(C3)C(=O)OC)=N/C3=C(C=C(C=C3C)C)C